n-methyl-5-(1-(4-methylpentyl)piperidin-4-yl)-7-(trifluoromethyl)thieno[3,2-b]pyridine-3-carboxamide CNC(=O)C1=CSC=2C1=NC(=CC2C(F)(F)F)C2CCN(CC2)CCCC(C)C